CN1N=C2C(CN(C=3C(=CC=CC23)NC2=C(N=NC(=C2)NC2=NC(=NC(=C2)C)C)C(=O)NC)C)=C1 4-((2,5-dimethyl-4,5-dihydro-2H-pyrazolo[4,3-c]quinolin-6-yl)amino)-6-((2,6-dimethylpyrimidin-4-yl)amino)-N-methylpyridazine-3-carboxamide